(S,E)-2-((4-(((5,5-dimethyl-1,4-dioxan-2-yl)methyl)sulfonyl)phenoxy)methyl)-3-fluoroprop-2-en-1-amine CC1(OC[C@H](OC1)CS(=O)(=O)C1=CC=C(OC\C(\CN)=C\F)C=C1)C